FC1=CC(=C(C=C1)N(C(=S)N)C(C1=CC(=C(C(=C1)O)O)O)=O)O N-(4-fluoro-2-hydroxyphenyl)-3,4,5-trihydroxybenzoyl-thiourea